N-(3-chloro-4-fluorophenyl)-1-((N-cyclopropylsulfamoyl)amino)-7-fluoro-2,3-dihydro-1H-indene-4-carboxamide ClC=1C=C(C=CC1F)NC(=O)C=1C=2CCC(C2C(=CC1)F)NS(NC1CC1)(=O)=O